4-(4-(1-(2-(dimethylamino)-2-carboxyethyl)-1H-pyrazol-4-yl)phenyl)-N,N-dimethylthieno[2,3-c]pyridine-2-carboxamide CN(C(CN1N=CC(=C1)C1=CC=C(C=C1)C1=C2C(=CN=C1)SC(=C2)C(=O)N(C)C)C(=O)O)C